6-chloro-2-iodo-1H-pyrrolo[2,3-b]pyridine ClC1=CC=C2C(=N1)NC(=C2)I